N'-benzyl-N'-[(5-fluoro-3-methyl-2-pyridyl)methyl]oxamide C(C1=CC=CC=C1)N(C(C(N)=O)=O)CC1=NC=C(C=C1C)F